OCC1(CCC1)CNC1=C(C=C(C=C1)C=1[C@@H](NC(NN1)=O)C)C(F)(F)F (5S)-6-[4-({[1-(hydroxymethyl)cyclobutyl]methyl}amino)-3-(trifluoromethyl)phenyl]-5-methyl-4,5-dihydro-1,2,4-triazin-3(2H)-one